C(C)C(C(=O)N=[N+]=[N-])(CC)NC(C1=NC(=C(C=C1)N1CC(C1)OC)OC[C@@H]1[C@H](C1)CO)=O 2-ethyl-2-(6-(((1S,2S)-2-(hydroxymethyl)cyclopropyl)methoxy)-5-(3-methoxyazetidin-1-yl)picolinamido)butanoyl azide